COC(=O)C=1C=C2CC[C@H](NC2=C(C1)[N+](=O)[O-])CC=C (S)-2-allyl-8-nitro-1,2,3,4-tetrahydroquinoline-6-carboxylic acid methyl ester